N-(4-{[6-chloro-2-(trifluoromethyl)quinolin-4-yl]amino}cyclohexyl)-2,2-dimethyloxane-4-carboxamide ClC=1C=C2C(=CC(=NC2=CC1)C(F)(F)F)NC1CCC(CC1)NC(=O)C1CC(OCC1)(C)C